C(C)(C)(C)S(=O)(=O)N1C2(CC(C2)F)CC(C1)N1CCCC2=CC(=CC=C12)Cl 1-(5-(tert-butylsulfonyl)-2-fluoro-5-azaspiro[3.4]octan-7-yl)-6-chloro-1,2,3,4-tetrahydroquinoline